[Si](C)(C)(C(C)(C)C)OC(=C)OC (tert-butyldimethylsilyloxy)-1-methoxyethene